(E)-1-(4-(2-(5-bromo-2-(4-fluorophenyl)-1H-indol-3-yl)acetyl)piperazin-1-yl)-3-(3-methylphenyl)prop-2-en-1-one BrC=1C=C2C(=C(NC2=CC1)C1=CC=C(C=C1)F)CC(=O)N1CCN(CC1)C(\C=C\C1=CC(=CC=C1)C)=O